N-[4-(4-methoxy-7-morpholino-quinazolin-5-yl)oxy-cyclohexyl]-2-methyl-pyrimidin-4-amine COC1=NC=NC2=CC(=CC(=C12)OC1CCC(CC1)NC1=NC(=NC=C1)C)N1CCOCC1